BrC=1C=C2C(=NN(C2=CC1)COCC[Si](C)(C)C)CC 5-bromo-3-ethyl-1-((2-(trimethylsilyl)ethoxy)methyl)-1H-indazole